2-γ-Hydroxypropyl-para-phenylendiamin OCCCC1=C(C=CC(=C1)N)N